(S)-N-(3-(benzofuran-7-yloxy)-3-(thiophen-2-yl)propyl)acetamide O1C=CC2=C1C(=CC=C2)O[C@@H](CCNC(C)=O)C=2SC=CC2